CC1(N=CNC1(C)C)C 4,4,5,5-tetramethylimidazoline